2-(5-bromo-2-(methylthio)pyrimidin-4-yl)-2-((benzhydryl)amino)acetonitrile BrC=1C(=NC(=NC1)SC)C(C#N)NC(C1=CC=CC=C1)C1=CC=CC=C1